ClC1=NC(=CC(=C1)C(C=1N=CC(=NC1)C(=O)O)(F)F)N1CCN(CC1)S(=O)(=O)C1=CC=C(C=C1)N1C(C[C@H](C1)C)=O 5-[[2-Chloro-6-[4-[4-[(4R)-4-methyl-2-oxo-pyrrolidin-1-yl]phenyl]sulfonylpiperazin-1-yl]-4-pyridyl]-difluoro-methyl]pyrazine-2-carboxylic acid